4-(2-(1-methoxy-2-phenylethyl)-6-(3-phenyl-1H-pyrazol-1-yl)pyrimidin-4-yl)morpholine COC(CC1=CC=CC=C1)C1=NC(=CC(=N1)N1CCOCC1)N1N=C(C=C1)C1=CC=CC=C1